C1(=CCCC1)C=1C=CC(=NC1CN(C)C)NC(OC(C)(C)C)=O tert-butyl (5-(cyclopent-1-en-1-yl)-6-((dimethylamino)methyl)pyridin-2-yl)carbamate